C1CCC2=C(C=3CCCC3C=C12)NC(=O)NS(=O)(=N)C=1OC=C(C1)CNC N-((1,2,3,5,6,7-hexahydro-s-indacen-4-yl)carbamoyl)-4-((methylamino)methyl)furan-2-sulfonimidamide